9-Isopropoxy-8-(1-isopropyl-piperidin-4-ylmethoxy)-6,6-dimethyl-11-oxo-6,11-dihydro-5H-benzo[b]carbazole-3-carbonitrile C(C)(C)OC1=CC2=C(C(C=3NC4=CC(=CC=C4C3C2=O)C#N)(C)C)C=C1OCC1CCN(CC1)C(C)C